ClC(C=O)Cl DICHLOROACETALDEHYDE